C(C)(=O)O.[N+](=O)([O-])C1=C(C=CC=C1)N1C(=CC=C1)C=CC=N/C(/NN)=N\[H] (E)-N-trans-{3-[1-(2-nitrophenyl)-1H-pyrrol-2-yl]-allylidene}-aminoguanidine acetate